C1(CC1)N(C(OC(C)(C)C)=O)C1CN(CC1)C=1N=NC(=CC1)C=1C=CC(=C2C=NNC12)N1N=CC=C1 tert-butyl N-cyclopropyl-N-(1-{6-[4-(pyrazol-1-yl)-1H-indazol-7-yl]pyridazin-3-yl}pyrrolidin-3-yl)carbamate